7-(5-bromopyridin-2-yl)-3-(trifluoromethyl)-5,6,7,8-tetrahydro-[1,2,4]triazolo[4,3-a]pyrazine BrC=1C=CC(=NC1)N1CC=2N(CC1)C(=NN2)C(F)(F)F